BrC1=CC=C2[C@]3(CC=4C(=NOC4C2=C1)NS(=O)(=O)C1=C(C=C(C(=O)NC)C=C1OC)OC)[C@@H]([C@H]3C)F |o1:5,32,33| rel-4-{[(1R,2R,3S)-8'-bromo-2-fluoro-3-methyl-4'H-spiro[cyclopropane-1,5'-naphtho[2,1-d][1,2]oxazol]-3'-yl]sulfamoyl}-3,5-dimethoxy-N-methylbenzamide